(R)-3-(aminomethyl)tetrahydrofuran-3-ol aluminium sulfate salt S(=O)(=O)([O-])[O-].[Al+3].NC[C@]1(COCC1)O.S(=O)(=O)([O-])[O-].S(=O)(=O)([O-])[O-].[Al+3]